ClC=1C(=NC2=C3N=CC=CC3=CC=C2C1)Cl Dichloro(1,10-phenanthrolin)